(E)-1-(3-Aminopropyl)-6-bromo-1'-methyl-[3,3'-biindolinylidene]-2,2'-dione hydrochloride Cl.NCCCN1C(/C(/C2=CC=C(C=C12)Br)=C\1/C(N(C2=CC=CC=C12)C)=O)=O